1-(6-methylquinazolin-4-yl)piperidine-3-carboxylic acid ethyl ester C(C)OC(=O)C1CN(CCC1)C1=NC=NC2=CC=C(C=C12)C